8-[1-(2,2,3,3,3-pentafluoropropyl)-1H-pyrazol-4-yl]-9-(trifluoromethyl)-6,10-diazatricyclo[4.4.0.02,4]deca-1(10),8-dien-7-one FC(CN1N=CC(=C1)C=1C(N2CC3CC3C2=NC1C(F)(F)F)=O)(C(F)(F)F)F